Cl.CC1C(C2=CC=CC=C2C1)N 2-methyl-2,3-dihydro-1H-indene-1-amine hydrochloride